BrC=1C=C(C=CC1C#N)N1CN=CC2=C1CC1CCC2N1 (±)-N-(3-bromo-4-cyanophenyl)-6,7,8,9-tetrahydro-5H-5,8-epiminocyclohepta[d]pyrimidine